OC=1C(=NC=CC1OC)C(=O)N[C@H](C(=O)OC(C(C)C=1SC2=C(C1C)C=CC=C2)C)C [1-methyl-2-(3-methylbenzothiophen-2-yl)propyl] (2S)-2-[(3-hydroxy-4-methoxy-pyridine-2-carbonyl) amino]propanoate